ethyl 6-(1-(2,6-dichlorophenyl) azetidin-3-yl)-2,4-dimethylnicotinate ClC1=C(C(=CC=C1)Cl)N1CC(C1)C1=NC(=C(C(=O)OCC)C(=C1)C)C